ClC1=CC=C(C=C1)NC(=O)NCC1=CC=C(C=C1)S(=O)(=O)N1CCCCC1 1-(4-chlorophenyl)-3-(4-(piperidin-1-ylsulfonyl)benzyl)urea